bromo-5-fluoropyrimidine BrC1=NC=C(C=N1)F